ClC=1C=C(NC=2C(NC(C2C2=C(C=CC=C2)[N+](=O)[O-])=O)=O)C=CC1O 3-(3-chloro-4-hydroxyanilino)-4-(2-nitrophenyl)pyrrole-2,5-dione